(R)-11-Acetoxy-9-carbamoyl-4-(dimethylamino)-8,10-dihydroxy-12-oxo-5a,6-dihydro-5H-naphthacen-1-yl acetate C(C)(=O)OC1=CC=C(C=2C[C@H]3CC4=CC(=C(C(=C4C(=C3C(C12)=O)OC(C)=O)O)C(N)=O)O)N(C)C